C1(CC1)S(=O)(=O)N1N=CC(=C1)C1=NC=CC(=N1)NC1=NC=C(C(=O)NCCC(C)C2=CC=CC=C2)C(=C1)NC(C)C 6-((2-(1-(cyclopropylsulfonyl)-1H-pyrazol-4-yl)pyrimidin-4-yl)amino)-4-(isopropylamino)-N-(3-phenylbutyl)nicotinamide